CC1=C(C(=CC(=C1)C)C)NC1=CC=C(C=2C(C3=CC=CC=C3C(C12)=O)=O)NC1=C(C=C(C=C1C)C)C 1,4-bis(2,4,6-trimethylphenylamino)-9,10-anthracenedione